1-(3-carbamoylphenyl)-3,3-dimethyl-N-(4-methyl-1,1-dioxidotetrahydro-2H-thiopyran-4-yl)-2-oxoindoline-5-carboxamide C(N)(=O)C=1C=C(C=CC1)N1C(C(C2=CC(=CC=C12)C(=O)NC1(CCS(CC1)(=O)=O)C)(C)C)=O